C(CCCCCCCCCCCCCCC)C1=CC(N(C=C1)O)=O 4-hexadecyl-1-hydroxypyridin-2-one